C(CCCCC#C)OCC1=NN(C=C1)C ((hept-6-yn-1-yloxy)methyl)-1-methyl-1H-pyrazole